C(C)N1CC(C2=CC=CC=C12)(C)C Ethyl-3,3-dimethyl-1,3-dihydro-2H-indol